4-bromo-2-methylquinazoline BrC1=NC(=NC2=CC=CC=C12)C